(3R,4R)-3-fluoro-N-[7-isopropyl-5-(trifluoromethyl)imidazo[4,3-f][1,2,4]triazin-2-yl]-1-methanesulfonylpiperidin-4-amine F[C@@H]1CN(CC[C@H]1NC1=NN2C(C=N1)=C(N=C2C(C)C)C(F)(F)F)S(=O)(=O)C